BrC1=CC=CC(=N1)COC=1C(=CC(=C(C1)NC(=O)N[C@@H](C)C=1N(N=CN1)C1=NC=CC=N1)Cl)Cl 1-[5-[(6-bromo-2-pyridyl)methoxy]-2,4-dichloro-phenyl]-3-[(1S)-1-(2-pyrimidin-2-yl-1,2,4-triazol-3-yl)ethyl]urea